7-Methoxy-2-methyl-4-(((R)-1-(3-nitro-5-(trifluoromethyl)phenyl)ethyl)amino)quinoline COC1=CC=C2C(=CC(=NC2=C1)C)N[C@H](C)C1=CC(=CC(=C1)C(F)(F)F)[N+](=O)[O-]